OC1=CC=C2C=C(C(OC2=C1)=O)C=1SC=C(N1)C1=CC=C(C=C1)OC1=CC=CC=C1 7-Hydroxy-3-[4-(4-phenoxy-phenyl)-thiazol-2-yl]-chromen-2-one